Benzyl (2R,3S)-2-(((tert-butyldimethylsilyl)oxy)methyl)-3-(N-(4-methoxybenzyl)methylsulfonamido)pyrrolidine-1-carboxylate [Si](C)(C)(C(C)(C)C)OC[C@@H]1N(CC[C@@H]1N(S(=O)(=O)C)CC1=CC=C(C=C1)OC)C(=O)OCC1=CC=CC=C1